ClC=1C=C(C=CC1)[C@H](CN1C[C@H]([C@@H](C1)C)COC1=CC=C(C=C1)S(=O)(=O)C)O (1R)-1-(3-chlorophenyl)-2-[(3S,4S)-3-[(4-methanesulfonylphenoxy)methyl]-4-methylpyrrolidin-1-yl]ethan-1-ol